C(#N)C1=CC(=NC=C1)NC(C1=CC=CC=C1)=O N-(4-cyanopyridin-2-yl)benzamid